C(N1C=C(C=2C1=CN=C(C2)NC(C)=O)C2=NC(=CC1=C2OCC(O1)C([2H])([2H])[2H])SC)([2H])([2H])[2H] N-(1-(methyl-d3)-3-(2-(methyl-d3)-7-(methylthio)-2,3-dihydro-[1,4]dioxino[2,3-c]pyridin-5-yl)-1H-pyrrolo[2,3-c]pyridin-5-yl)acetamide